BrC1=CC2=CN(N=C2C=C1OC)C1CCC(CC1)C=1OC=NN1 2-((1r,4r)-4-(5-bromo-6-methoxy-2H-indazol-2-yl)cyclohexyl)-1,3,4-oxadiazole